4-(4-((tert-butoxycarbonyl)amino)phenyl)-6,6-dimethyl-tetrahydro-2H-pyran-3-carboxylic acid C(C)(C)(C)OC(=O)NC1=CC=C(C=C1)C1C(COC(C1)(C)C)C(=O)O